Cl.[C@@H]12CNC[C@H]2C1C#CC1=CC(=C(C(=C1)F)C=1C(=NC=2N(C1NCC(F)(F)F)N=CN2)Cl)F 6-(4-(((1R,5S,6s)-3-azabicyclo[3.1.0]hex-6-yl)ethynyl)-2,6-difluorophenyl)-5-chloro-N-(2,2,2-trifluoroethyl)-[1,2,4]triazolo[1,5-a]pyrimidin-7-amine hydrochloride